CC1=C(C(=CC(=C1)C)C)S(=O)(=O)[O-].N[N+]1=CC2=CC(=CC=C2C(=C1Cl)OCC1=CC=CC=C1)C1=CC(=CC=C1)Cl 2-Amino-4-(benzyloxy)-3-chloro-7-(3-chlorophenyl)isoquinolin-2-ium 2,4,6-trimethylbenzenesulfonate